ClC=1C=C2C(CN(CC2=C(C1)C)C)C=1C=C(C=CC1F)S(=O)(=O)N 3-(6-chloro-2,8-dimethyl-1,2,3,4-tetrahydroisoquinolin-4-yl)-4-fluorobenzenesulfonamide